NC1CCC(CC1)C(=O)N1CCC(CC1)C=1C=2N(C=CC1)C(=CN2)N2C(NC(CC2)=O)=O 1-[8-[1-(4-aminocyclohexanecarbonyl)-4-piperidyl]imidazo[1,2-a]pyridin-3-yl]hexahydropyrimidine-2,4-dione